(E)-2-(4-methylbenzylidene)-1-tetralone CC1=CC=C(\C=C/2\C(C3=CC=CC=C3CC2)=O)C=C1